7-bromo-4,6-dimethyl-2H-1,4-benzoxazin-3-one BrC1=CC2=C(N(C(CO2)=O)C)C=C1C